N-(cyclohexylmethyl)-2-(5,5-dimethyl-8-(4-(trifluoromethyl)phenyl)-1,3,4,5-tetrahydro-2H-benzo[c]azepin-2-yl)acetamide C1(CCCCC1)CNC(CN1CC2=C(C(CC1)(C)C)C=CC(=C2)C2=CC=C(C=C2)C(F)(F)F)=O